1,3,6,8-pyrenetetrasulfonic acid disodium salt [Na+].[Na+].C1(=CC(=C2C=CC=3C(=CC(=C4C=CC1=C2C34)S(=O)(=O)O)S(=O)(=O)O)S(=O)(=O)[O-])S(=O)(=O)[O-]